N1=CC=C(C=C1)C=1C=NC=CC1 4,3-bipyridine